O1[C@H](COCC1)CN1N=C2C3=C(CCC2=C1)OC(=C3C(F)(F)F)C(=O)NCC3=NC=CN=C3 2-[(2S)-1,4-Dioxacyclohexan-2-ylmethyl]-N-(pyrazin-2-ylmethyl)-8-(trifluoromethyl)-4,5-dihydro-2H-furo[2,3-g]indazole-7-carboxamide